COC1=CC(=NC=C1)N1C2=C(C3=CC=CC=C13)C=CC=N2 9-(4-methoxypyridin-2-yl)-9H-pyrido[2,3-b]indole